OC=1C=C(C=C(C1)O)CC(=O)OCCCCCCCCCCCCCCCCCCCCCC docosyl 3,5-dihydroxyphenylacetate